2-[(2R)-2,3-Dihydro[1,4]dioxino[2,3-b]pyridin-2-ylmethyl]-8-methyl-N-[2-(4-methylpiperazin-1-yl)ethyl]-4,5-dihydro-2H-furo[2,3-g]indazol-7-carboxamid O1[C@@H](COC2=NC=CC=C21)CN2N=C1C3=C(CCC1=C2)OC(=C3C)C(=O)NCCN3CCN(CC3)C